N-(2-fluoro-2-methyl-1-oxopropyl)-cysteine FC(C(=O)N[C@@H](CS)C(=O)O)(C)C